BrC1=C(C=C(C=C1F)C=1C(=NC(=NC1)NC=1C=NN(C1)C)NC=1C=C(C=CC1F)NC(C=C)=O)C(F)F N-(3-((5-(4-bromo-3-(difluoromethyl)-5-fluorophenyl)-2-((1-methyl-1H-pyrazol-4-yl)amino)pyrimidin-4-yl)amino)-4-fluorophenyl)acrylamide